7-methyl-2,3,4,5,8,8a-hexahydro-1H-naphthalene-4a-carbaldehyde CC1=CCC2(CCCCC2C1)C=O